methoxybut-3-yn-2-amine COCC(C#C)N